4-({3-methyl-4-[(1-methyl-1,3-benzodiazol-5-yl)oxy]phenyl}amino)quinazolin-6-ol CC=1C=C(C=CC1OC1=CC2=C(N(C=N2)C)C=C1)NC1=NC=NC2=CC=C(C=C12)O